(3S,4S)-4-[4-[3-chloro-8-((S)-2-methylazetidin-1-yl)imidazo[1,2-a]pyrazin-6-yl]pyrazol-1-yl]-1-methyl-pyrrolidin-3-ol ClC1=CN=C2N1C=C(N=C2N2[C@H](CC2)C)C=2C=NN(C2)[C@@H]2[C@H](CN(C2)C)O